1-{5-[4-(Difluoromethoxy)benzenesulfonyl]-1H,2H,3H,4H,5H,6H-pyrrolo[3,4-c]pyrrol-2-yl}-2-(2-methyl-1,3-thiazol-4-yl)ethan-1-one FC(OC1=CC=C(C=C1)S(=O)(=O)N1CC2=C(C1)CN(C2)C(CC=2N=C(SC2)C)=O)F